C(C)(C)(C)OC(=O)N1CC(C1)(F)CN1CC(C1)N1CCC(CC1)N1N=C(C=2C1=NC=NC2N)C2=CC=C(C=C2)OC2=CC=CC=C2 3-((3-(4-(4-amino-3-(4-phenoxyphenyl)-1H-pyrazolo[3,4-d]pyrimidin-1-yl)-piperidin-1-yl)azetidin-1-yl)methyl)-3-fluoroazetidin-1-carboxylic acid tert-butyl ester